NC1CCN(CC1)C1=C(C=C(C=N1)CC1=CN=C2C(=NC(=NN21)O[C@@H](C)CCC)N)C (S)-7-((6-(4-aminopiperidin-1-yl)-5-methylpyridin-3-yl)methyl)-2-(pentan-2-yloxy)imidazo[2,1-f][1,2,4]triazin-4-amine